bis(2,2,6,6-tetramethylpiperid-4-yl)sebacate CC1(NC(CC(C1)OC(CCCCCCCCC(=O)OC1CC(NC(C1)(C)C)(C)C)=O)(C)C)C